(S)-5-(2-(1-(2-hydroxy-2-methylpropyl)-1H-pyrazol-4-yl)-4-(2-phenylpiperazin-1-yl)quinazolin-6-yl)-1-methylpyridin-2(1H)-one HCl Cl.OC(CN1N=CC(=C1)C1=NC2=CC=C(C=C2C(=N1)N1[C@H](CNCC1)C1=CC=CC=C1)C=1C=CC(N(C1)C)=O)(C)C